4-({3-[6-(2,3-Dihydro-benzo[1,4]dioxin-5-yl)-2-methoxy-pyridin-3-ylamino]-benzylamino}-methyl)-pyrazole-1-carboxylic acid tert-butyl ester C(C)(C)(C)OC(=O)N1N=CC(=C1)CNCC1=CC(=CC=C1)NC=1C(=NC(=CC1)C1=CC=CC=2OCCOC21)OC